CC=1C=CC(=C(C#N)C1)C1=C2C(=C(N=N1)N[C@H]1CN(CCC1)C)C=NC=C2 5-methyl-2-(4-{[(3R)-1-methylpiperidin-3-yl]amino}pyrido[3,4-d]pyridazin-1-yl)benzonitrile